N1=C(N=CC=C1)C1=C(C(=NC=C1N)N)N pyrimidin-2-yl-pyridin-2,3,5-triamine